C1(C=CC=C1)[Ti](C1=C(C(=CC=C1F)N1C=CC=C1)F)C1C=CC=C1 bis(cyclopentadienyl)-2,6-difluoro-3-(pyrrol-1-yl)phenyl-titanium